1-(3-fluorobenzofuran-5-yl)-N-(oxetan-3-ylmethyl)propan-2-amine FC1=COC2=C1C=C(C=C2)CC(C)NCC2COC2